cobalt [bis(2-ethylhexanoate)] C(C)C(C(=O)[O-])CCCC.C(C)C(C(=O)[O-])CCCC.[Co+2]